C[C@@]1(S)[C@](O)([C@@](O)([C@](O)([C@H](O1)C(O)C(C)=O)C(C)=O)C(C)=O)C(C)=O Methyl-2,3,4,6-tetraacetyl-1-thio-α-D-glucopyranose